C(C)(C)(C)OC(=O)N1C[C@H](CC1)OC1=C2C=NN(C2=CC(=C1)Br)C1OCCCC1 (3S)-3-((6-bromo-1-(tetrahydro-2H-pyran-2-yl)-1H-indazol-4-yl)oxy)pyrrolidine-1-carboxylic acid tert-butyl ester